ClC=1C(=NC(=NC1)NC=1C=C(C=NC1)N1C(CCC1)=O)C1CNCCC1 1-(5-((5-chloro-4-(piperidin-3-yl)pyrimidin-2-yl)amino)pyridin-3-yl)pyrrolidin-2-one